BrC(C)C=1C=C(C=C2C(C=C(OC12)N1CCC(CC1)C#N)=O)C [8-(1-bromoethyl)-6-methyl-4-oxo-chromen-2-yl]Piperidine-4-carbonitrile